4a,8a-dihydroquinoline-3-acetonitrile N1=CC(=CC2C=CC=CC12)CC#N